1-(benzyloxy)guanidine C(C1=CC=CC=C1)ONC(=N)N